COC1=C(CNC2=NC=3C=C(C(=CC3C=3N2N=C(N3)[C@H]3CNCCO3)F)OC)C=CC(=C1)OC (R)-N-(2,4-dimethoxybenzyl)-9-fluoro-8-methoxy-2-(morpholin-2-yl)-[1,2,4]triazolo[1,5-c]quinazolin-5-amine